C12CN(CC(CC1)O2)C2=CC(=C(N=N2)CN)N2CCC(CC2)(F)F (6-(8-oxa-3-azabicyclo[3.2.1]oct-3-yl)-4-(4,4-difluoropiperidin-1-yl)pyridazin-3-yl)methylamine